S1C=NC2=C1C=CC=C2N2N=CC(=C2C(F)(F)F)C(=O)NC=2C(=NC(=C(C2)Cl)N2N=CC=N2)C 1-(benzo[d]thiazol-4-yl)-N-(5-chloro-2-methyl-6-(2H-1,2,3-triazol-2-yl)pyridin-3-yl)-5-(trifluoromethyl)-1H-pyrazole-4-carboxamide